(1aR,5aR)-2-(5-Trifluoromethyl-pyridin-2-yl)-1a,2,5,5a-tetrahydro-1H-2,3-diaza-cyclopropa[a]pentalene-4-carboxylic acid (1-methyl-1-phenyl-ethyl)-amide CC(C)(C1=CC=CC=C1)NC(=O)C=1C=2C[C@@H]3[C@H](C2N(N1)C1=NC=C(C=C1)C(F)(F)F)C3